behenyl-ammonium bromide [Br-].C(CCCCCCCCCCCCCCCCCCCCC)[NH3+]